4-(4-nitro-2-((trifluoromethyl)sulfonyl)benzyl)morpholine [N+](=O)([O-])C1=CC(=C(CN2CCOCC2)C=C1)S(=O)(=O)C(F)(F)F